N(C)CC(=O)OCCCCCCCCCCCC.[Na] Sodium dodecyl sarcosinate